N-[(2-benzyl-thiazole-4-yl)methyl]Cyclohexylamine C(C1=CC=CC=C1)C=1SC=C(N1)CNC1CCCCC1